C[C@@H]1CN(C[C@@H](N1)C)C=1C=CC=2N(C(C=C(N2)C=2C=C(C=3N(C2)C=C(N3)C)CC)=O)C1 7-[(3R,5S)-3,5-dimethylpiperazin-1-yl]-2-(8-ethyl-2-methylimidazo[1,2-a]pyridin-6-yl)-4H-pyrido[1,2-a]pyrimidin-4-one